2-((E)-2-((1r,2r)-2-(p-tolyl)cyclopropyl)vinyl)benzofuran C1(=CC=C(C=C1)[C@H]1[C@H](C1)/C=C/C=1OC2=C(C1)C=CC=C2)C